FC1=CC=C(C=C1)[C@@H]1N(CCC2=CC=CC=C12)C(=O)[C@@H]1CC([C@H](CO1)NC(OC(C)(C)C)=O)=O tert-butyl ((3S,6S)-6-((S)-1-(4-fluorophenyl)-1,2,3,4-tetrahydroisoquinoline-2-carbonyl)-4-oxotetrahydro-2H-pyran-3-yl)carbamate